N(=O)SC[C@H](N)C(=O)O S-nitroso-L-cysteine